butyl 3-(1-benzylpyridin-1-ium-3-yl)oxyazetidine-1-carboxylate C(C1=CC=CC=C1)[N+]1=CC(=CC=C1)OC1CN(C1)C(=O)OCCCC